butanediol fluoride [F-].C(CCC)(O)O